(R)-1-(3-{4-[6-methoxy-3-(3-methoxyphenyl)-4-methyl-2H-chromen-2-yl]phenyl}prop-2-ynyl)-3-methylpyrrolidine COC=1C=C2C(=C(C(OC2=CC1)C1=CC=C(C=C1)C#CCN1C[C@@H](CC1)C)C1=CC(=CC=C1)OC)C